COCCOC1=C(N)C=CC(=C1)C(F)(F)F 2-(2-methoxyethoxy)-4-(trifluoromethyl)aniline